ClC1=C(COC2=NC=3CCC=C(C3C=C2)SC2=CC=C(C=C2)F)C(=CC=C1)Cl 2-((2,6-dichlorobenzyl)oxy)-5-((4-fluorophenyl)thio)-7,8-dihydroquinoline